[Si](C)(C)(C(C)(C)C)OC1CCC(CC1)OC1=CC2=C(OC[C@@H](C(N2C)=O)NC(OC(C)(C)C)=O)C=C1 tert-butyl ((S)-7-(((1r,4S)-4-((tert-butyldimethylsilyl)oxy)cyclohexyl)oxy)-5-methyl-4-oxo-2,3,4,5-tetrahydrobenzo[b][1,4]oxazepin-3-yl)carbamate